C(CCCCCCCCCCC)C1=CC(=CC=C1O)C 6-dodecyl-4-methyl-phenol